pivalate silver [Ag+].C(C(C)(C)C)(=O)[O-]